ClC1=CC(=C2C=C3N(C2=C1Cl)CC(CCC3)O)C=3C=NNC3 3,4-dichloro-l-1-(1H-pyrazol-4-yl)-7,8,9,10-tetrahydro-6H-azepino[1,2-a]indol-7-ol